N-(2-aminoethyl)-3-aminopropylmethylmethoxyethoxysilane NCCNCCC[SiH](OCCOC)C